C[C@@H]1N(C2=CC=C3C(=C2CC1)N=C(N3C3CCNCC3)[C@H](CC=3C=NN(C3)C)C)C(=O)OC methyl (S)-7-methyl-2-((S)-1-(1-methyl-1H-pyrazol-4-yl)propan-2-yl)-3-(piperidin-4-yl)-3,7,8,9-tetrahydro-6H-imidazo[4,5-f]quinoline-6-carboxylate